rel-(R)-4,4-difluoro-3-(6-methoxypyridin-3-yl)cyclohexan-1-one FC1([C@H](CC(CC1)=O)C=1C=NC(=CC1)OC)F |o1:2|